N1C=NC=2C(NCCC21)C(=O)O 4,5,6,7-tetrahydro-1H-imidazo[4,5-c]pyridine-4-carboxylic acid